CC1=C(C=C(C(=O)NC2=CC=C(C=C2)C2CCN(CC2)C=2OC(OC2C)=O)C=C1)NC1=NC=CC(=N1)C=1C=NC=CC1 4-Methyl-N-{4-[1-(5-methyl-2-oxo-[1,3]dioxol-4-yl)-piperidin-4-yl]-phenyl}-3-(4-pyridin-3-yl-pyrimidin-2-ylamino)-benzamide